3-Iodo-7-methoxy-N,N-dimethylimidazo[1,2-a]pyridine-6-carboxamide IC1=CN=C2N1C=C(C(=C2)OC)C(=O)N(C)C